1-cyclopropyl-6-[4-[3-(6-oxa-3-azabicyclo[3.1.1]heptan-3-yl)-3-oxo-propoxy]phenoxy]indazole-5-carboxamide C1(CC1)N1N=CC2=CC(=C(C=C12)OC1=CC=C(C=C1)OCCC(=O)N1CC2OC(C1)C2)C(=O)N